OC1=CC=CC=2OC3=C(C(=CC=C3C(C12)=O)O)OC 1,6-dihydroxy-5-methoxyxanthone